ClC1=CC=C(C=C1)C=1NC(=C(C1C#N)Br)C(F)(F)F 2-(p-chlorophenyl)-3-cyano-4-bromo-5-trifluoromethylpyrrole